[Si](C)(C)(C(C)(C)C)O[C@@H]([C@H](CN1C=NC2=C1C=CC(=C2)C(=O)O)OC2CCCC2)C2=CC(=C(C(=C2)OC)C)OC ((2S,3R)-3-((tert-Butyldimethylsilyl)oxy)-2-(cyclopentyloxy)-3-(3,5-dimethoxy-4-methylphenyl)propyl)-1H-benzo[d]imidazole-5-carboxylic acid